8-chloro-1-(9-methyl-9H-fluoren-9-yl)dibenzo[b,d]furan ClC=1C=CC2=C(C3=C(O2)C=CC=C3C3(C2=CC=CC=C2C=2C=CC=CC32)C)C1